FC([C@H]1[C@@H](C1)C=1C=2N(N=C(C1)C=1C(NC(NC1)=O)=O)C=CN2)(F)F 5-(8-((1R,2R)-2-(trifluoromethyl)cyclopropyl)imidazo[1,2-b]pyridazin-6-yl)pyrimidine-2,4(1H,3H)-dione